4-amino-N-(bicyclo[1.1.1]pentan-1-yl)-N-(4-(difluoromethoxy)-2-fluorobenzyl)-7-fluoroimidazo[1,5-a]quinoxaline-8-carboxamide NC=1C=2N(C3=CC(=C(C=C3N1)F)C(=O)N(CC1=C(C=C(C=C1)OC(F)F)F)C13CC(C1)C3)C=NC2